Br.C1(CCC1)N1CC2=C(C3=C(C1)C=C(C=C3)O)C=CC(=C2)O 6-cyclobutyl-6,7-dihydro-5H-dibenzo[c,e]azepin-3,9-diol hydrobromide